tribenzo-trinaphthylene C1=CC=CC2=C1C1=CC=3C4=CC5=C6C(=CC=C5C=C4C4=CC=5C=CC=CC5C=C4C3C=C1C1=C2C=CC=C1)C=CC=C6